5-bromo-1-methyl-3-(trifluoromethyl)-1H-pyrazole BrC1=CC(=NN1C)C(F)(F)F